L-2-amino-4-(2-aminoethoxy)-trans-3-butenoic acid N[C@H](C(=O)O)\C=C\OCCN